3-butoxy-N,N-dimethyl-propionamide C(CCC)OCCC(=O)N(C)C